5-((6-fluoro-5-((3-fluoro-4-(methylsulfonyl)phenyl)ethynyl)pyrazin-2-yl)oxy)-1H-1,2,3-triazole-4-carboxylic acid FC1=C(N=CC(=N1)OC1=C(N=NN1)C(=O)O)C#CC1=CC(=C(C=C1)S(=O)(=O)C)F